N-ethyl-oxadiazol C(C)N1OC=CN1